(1S,3S)-3-((2-methyl-6-(1-methyl-5-(((neopentyloxy)carbonyl)amino)-1H-1,2,3-triazol-4-yl)pyridin-3-yl)oxy)cyclohexane-1-carboxylic acid CC1=NC(=CC=C1O[C@@H]1C[C@H](CCC1)C(=O)O)C=1N=NN(C1NC(=O)OCC(C)(C)C)C